CN1C(NC(C=2N(C(=NC12)C(C1CCOCC1)NC(OC(C)(C)C)=O)C)=O)=O tert-butyl ((3,7-dimethyl-2,6-dioxo-2,3,6,7-tetrahydro-1H-purin-8-yl)(tetrahydro-2H-pyran-4-yl)methyl)carbamate